Cl(=O)(=O)(=O)[O-].ClC=1C=CC2=C([N+](=C(S2)C=CC2=C(C(CC2)=CC=C2SC3=C(N2CC)C=C(C=C3)Cl)N(C3=CC=CC=C3)C3=CC=CC=C3)CC)C1 5-chloro-2-[2-[3-[(5-chloro-3-ethyl-2(3H)-benzothiazolylidene)ethylidene]-2-(diphenylamino)-1-cyclopenten-1-yl]ethenyl]-3-ethyl-benzothiazolium perchlorate